FC1=CC=C2C(N(C(=NC2=C1)C)C1=CC=C(C=C1)O)=O 7-fluoro-3-(4-hydroxyphenyl)-2-methyl-quinazolin-4(3H)-one